Cl.CN(C)CC1CN(CCC1(O)C=1C=C(C(=O)N)C=CC1)CCC1=CSC=C1 3-(3-((dimethylamino)methyl)-4-hydroxy-1-(2-(thiophen-3-yl)ethyl)piperidin-4-yl)benzamide hydrochloride